[1,4]diazepin-5-one N1=CC=NC(C=C1)=O